C1(CC1)C(=O)N1CCN(CC1)C(=O)C=1C=NC2=CC(=C(C=C2C1N1CCC(CC1)(C#N)C)F)F 1-(3-(4-(Cyclopropanecarbonyl)piperazine-1-carbonyl)-6,7-difluoroquinolin-4-yl)-4-methylpiperidine-4-carbonitrile